FC=1C=C(C=C(C1)F)C1CC=NN1C(=O)C1CCN(CC1)C1=NC=CC(=C1)C1=CC(=CC=C1)OCCOC (5-(3,5-difluorophenyl)-4,5-dihydro-1H-pyrazol-1-yl)(1-(4-(3-(2-methoxyethoxy)phenyl)pyridin-2-yl)piperidin-4-yl)methanone